BrC1=CC2=C(OC(=C2CBr)C)C2=C1OC(=C2)C 5-bromo-3-(bromomethyl)-2,7-dimethylbenzo[1,2-b:3,4-b']Difuran